[Br-].CC(C(C)C)(POC1=CC=CC=C1)C dimethyl-phenoxyisobutyl-phosphine bromide